2,2-difluoroethanone FC(C=O)F